6-(2-chloro-6-fluorophenyl)-4-((4-((4-Cyclopropylpiperazin-1-yl)sulfonyl)phenyl)amino)pyridazine-3-carboxamide hydrochloride Cl.ClC1=C(C(=CC=C1)F)C1=CC(=C(N=N1)C(=O)N)NC1=CC=C(C=C1)S(=O)(=O)N1CCN(CC1)C1CC1